C(C)(C)N1N=C(C=C1C1[C@H]2CC(C[C@@H]12)N1C[C@]2(CCS(C2)(=O)=O)CCC1)C1=NC(=CC=C1)C(F)(F)F (R)-7-((1R,3r,5S,6S)-6-(1-isopropyl-3-(6-(trifluoromethyl)pyridin-2-yl)-1H-pyrazol-5-yl)bicyclo[3.1.0]hexan-3-yl)-2-thia-7-azaspiro[4.5]decane 2,2-dioxide